OC1(CCN(CC1)C(=O)OCCOC1=CC2=C(OC[C@@H](C(N2C)=O)NC(=O)N2N=CC(=C2)CC2=CC(=CC=C2)F)C=C1)C (S)-2-((3-(4-(3-fluorobenzyl)-1H-pyrazole-1-carboxamido)-5-methyl-4-oxo-2,3,4,5-tetrahydrobenzo[b][1,4]oxazepin-7-yl)oxy)ethyl 4-hydroxy-4-methylpiperidine-1-carboxylate